COC=1C=C(CN2C(N3C(C4=C2C=C(C=N4)NCC4COC4)=NC(=C3C)CC)=O)C=C(C1)OC 6-(3,5-dimethoxybenzyl)-2-ethyl-3-methyl-8-{[(oxetan-3-yl)methyl]amino}imidazo[1,2-c]pyrido[2,3-e]pyrimidin-5(6H)-one